C(C)(=O)C=1C2=C(C(=NC1)N)C(=C(N2C)C2=C(C=C(C=C2)[N+](=O)[O-])C)C2=CC(=C(C(=O)NCC(C)C)C=C2)OC 4-(7-acetyl-4-amino-1-methyl-2-(2-methyl-4-nitrophenyl)-1H-pyrrolo[3,2-c]pyridin-3-yl)-N-isobutyl-2-methoxybenzamide